ClC1=C(C=C(C=C1C(C)(C)C)O)C(C)(C)C 4-chloro-3,5-di-tert-butylphenol